COC=1C=C(C=CC1OC)C=1C(=NC(=NC1)NC1=C(C=CC=C1)OC)NC1CCNCC1 (3,4-dimethoxyphenyl)-N2-(2-methoxyphenyl)-N4-(piperidin-4-yl)pyrimidine-2,4-diamine